4-[[3-[4-(4-aminobut-2-ynoxy)-2,3-difluoro-phenyl]imidazo[1,2-a]pyrazin-8-yl]amino]-N-(3-aminopropyl)-2-ethyl-benzamide NCC#CCOC1=C(C(=C(C=C1)C1=CN=C2N1C=CN=C2NC2=CC(=C(C(=O)NCCCN)C=C2)CC)F)F